C1(=CC=CC=C1)N(C(=O)N1[C@@H]([C@H]2CC[C@@H](C1)N2C(=O)OC2=CC=CC=C2)C(=O)O)C2=CC=CC=C2 (1R,2S,5S)-3-(diphenylcarbamoyl)-8-(phenoxycarbonyl)-3,8-diazabicyclo[3.2.1]octane-2-carboxylic acid